IC1=NN(C=2N=C(N(C(C21)=O)C)N2CCC1(CCN(C1)C1=CC(=NC=C1)C(F)(F)F)CC2)C2OCCCC2 3-iodo-5-methyl-1-(tetrahydro-2H-pyran-2-yl)-6-(2-(2-(trifluoromethyl)pyridin-4-yl)-2,8-diazaspiro[4.5]decan-8-yl)-1,5-dihydro-4H-pyrazolo[3,4-d]pyrimidin-4-one